CC1=CC=C(C=C1)S(=O)(=O)NC1CN(C1)C=1C(=C(C(=O)OC)C=CC1)N1C=CC=C1 Methyl 3-(3-((4-methylphenyl)sulfonamido) azetidin-1-yl)-2-(1H-pyrrol-1-yl)benzoate